OC(C(=O)[O-])CC1=C(C=CC=C1)C(\C=C\C1=CC=CC=C1)=O 2-Hydroxy-3-[2-[(E)-3-phenylprop-2-enoyl]phenyl]propanoate